6-bromo-4-fluoro-1-(propan-2-yl)-1H-benzimidazole-2-carboxylic acid ethyl ester C(C)OC(=O)C1=NC2=C(N1C(C)C)C=C(C=C2F)Br